rel-(3R*,5S*)-5-(2-aminopyrimidin-5-yl)tetrahydrofuran-3-yl ((S)-sec-butyl)carbamate [C@H](C)(CC)NC(O[C@H]1CO[C@@H](C1)C=1C=NC(=NC1)N)=O |o1:7,10|